ClC=1C=NN(C1CC1N(C(C2=CC=C(C=C12)C#N)=O)CC1CC2(C1)OC(NC2)=O)C 3-((4-chloro-1-methyl-1H-pyrazol-5-yl)methyl)-1-oxo-2-((6-oxo-5-oxa-7-azaspiro[3.4]octan-2-yl)methyl)isoindoline-5-carbonitrile